4-amino-2-(4-methylacrylamidophenyl)-3-(4-((4-methylpyrimidin-2-yl)oxy)phenyl)thieno[3,2-c]pyridine-7-carboxamide NC1=NC=C(C2=C1C(=C(S2)C2=CC=C(C=C2)NC(C=CC)=O)C2=CC=C(C=C2)OC2=NC=CC(=N2)C)C(=O)N